cis-4-(2-Amino-2-methylpropanoyl)-N-(1-(4-(2-(((3-aminocyclobutyl)methyl)amino)propyl)phenyl)-2-oxo-1,2-dihydropyrimidin-4-yl)piperazine-1-carboxamide hydrochloride salt Cl.NC(C(=O)N1CCN(CC1)C(=O)NC1=NC(N(C=C1)C1=CC=C(C=C1)CC(C)NC[C@@H]1C[C@@H](C1)N)=O)(C)C